((1,2,4-oxadiazol-3-yl)methyl)(((7-(5-(chlorodifluoromethyl)-1,2,4-oxadiazol-3-yl)imidazo[1,2-a]pyridin-2-yl)methyl)imino)(methyl)-λ6-sulfanone O1N=C(N=C1)CS(=O)(C)=NCC=1N=C2N(C=CC(=C2)C2=NOC(=N2)C(F)(F)Cl)C1